OC1=CC=C(C=C1)N1C(N(C(C12CCN(CC2)C)=O)C2=CC(=C(C#N)C=C2)C(F)(F)F)=S 4-(1-(4-hydroxyphenyl)-8-methyl-4-oxo-2-thioxo-1,3,8-triazaspiro[4.5]dec-3-yl)-2-(trifluoromethyl)benzonitrile